(3E)-6,6-dibutoxy-3-hexen-1-ol C(CCC)OC(C/C=C/CCO)OCCCC